COC=1C=C(C=CC1OC)C1=NC=CC=C1 2-(3,4-dimethoxyphenyl)pyridin